C(C)OC(C(CC)(CC)NC(C1=CC(=C(C=C1)C1CC1)OCC1CC1)=O)=O 2-[4-cyclopropyl-3-(Cyclopropylmethoxy)benzoylamino]-2-ethylbutanoic acid ethyl ester